BrC=1C(=NC(=C(C1)F)N1C(N(C(=CC1=O)C(F)(F)F)C)=O)OC=1C(=NC=CC1)OCC(=O)OCC ethyl {[3-({3-bromo-5-fluoro-6-[3-methyl-2,6-dioxo-4-(trifluoromethyl)-3,6-dihydropyrimidin-1(2H)-yl]pyridin-2-yl}oxy)pyridin-2-yl]oxy}acetate